BrC1=CC(=C(C=C1)[C@H](C)N)OC (S)-1-(4-bromo-2-methoxyphenyl)ethanamine